C(C)(C)(C)OC(CN1CC(CC1)C1=C(CN2CCN(CC2)C(=O)O)C=CC(=C1)C(F)(F)F)=O 4-(2-(1-(2-(tert-butoxy)-2-oxoethyl)pyrrolidin-3-yl)-4-(trifluoromethyl)benzyl)piperazine-1-carboxylic acid